N1(N=CC=2C1=NC=CC2)C2=NC=CC(=C2)C2=NOC(=N2)C(F)(F)F 3-(2-(1H-pyrazolo[3,4-b]pyridin-1-yl)pyridin-4-yl)-5-(trifluoromethyl)-1,2,4-oxadiazole